C1(CC2C(CC1)O2)C(=O)OCCC2CC1C(CC2)O1 4-epoxycyclohexylethyl 3,4-epoxycyclohexanecarboxylate